C(C1=CC=CC=C1)OC1CC(C1)N1N=C(C(=C1Cl)[N+](=O)[O-])C 1-(3-(benzyloxy)cyclobutyl)-5-chloro-3-methyl-4-nitro-1H-pyrazole